N-(3-(1,1-difluoroethyl)phenyl)-1-(4-(difluoromethoxy)phenyl)-3,4-dimethyl-5-oxo-4,5-dihydro-1H-pyrazole-4-carboxamide FC(C)(F)C=1C=C(C=CC1)NC(=O)C1(C(=NN(C1=O)C1=CC=C(C=C1)OC(F)F)C)C